N-[(1R)-1-(5-bromo-2-thienyl)ethyl]-1-[3-(dimethylcarbamoyl)-2-fluoro-phenyl]-6-oxo-pyridazine-3-carboxamide BrC1=CC=C(S1)[C@@H](C)NC(=O)C1=NN(C(C=C1)=O)C1=C(C(=CC=C1)C(N(C)C)=O)F